12-hydroxystearic acid anion OC(CCCCCCCCCCC(=O)[O-])CCCCCC